(S)-2-ethyl-4-((1-(4-methyl-2'-(trifluoromethyl)-[3,4'-bipyridin]-6-yl)ethyl)amino)-2,3-dihydro-1H-pyrrolo[3,4-c]pyridin-1-one C(C)N1CC=2C(=NC=CC2C1=O)N[C@@H](C)C1=CC(=C(C=N1)C1=CC(=NC=C1)C(F)(F)F)C